FC1(CN(C1)C=1C=C(C(=NC1)C1=CC(=CN1C)C(=O)OC)OCC1=CC(=CC(=C1)SC)F)F methyl 5-[5-(3,3-difluoroazetidin-1-yl)-3-{[3-fluoro-5-(methylsulfanyl)phenyl]methoxy}pyridin-2-yl]-1-methylpyrrole-3-carboxylate